2-(((2R,7aS)-2-fluorohexahydro-1H-pyrrolizin-7a-yl)methoxy)-4-(3-hydroxy-3-methylpiperidin-1-yl)-6,7-dihydropyrido[3,4-d]pyrimidin-8(5H)-one F[C@@H]1C[C@@]2(CCCN2C1)COC=1N=C(C2=C(N1)C(NCC2)=O)N2CC(CCC2)(C)O